(4S,5S)-4,5-dimethyl-1,3,2-dioxathiolane 2-oxide C[C@@H]1OS(O[C@H]1C)=O